3,4,5-triethyl-1-eicosene C(C)C(C=C)C(C(CCCCCCCCCCCCCCC)CC)CC